O=C1N(CC=2C3=C(C=CC12)C=CC(=C3)C=3C=NN1C3C=CC=C1)CC(C(=O)N)=C 2-[(3-oxo-8-pyrazolo[1,5-a]pyridin-3-yl-1H-benzo[e]isoindol-2-yl)methyl]prop-2-enamide